tert-butyl N-[(4-bromopyridin-2-yl) methyl]N-methylcarbamate BrC1=CC(=NC=C1)CN(C(OC(C)(C)C)=O)C